lithium t-pentoxide CCC(C)(C)[O-].[Li+]